C(N)(=O)C=1C=C(C(=C(OCC#CCC2CN(CC2)C(=O)OC(C)(C)C)C1)NC\C=C\CNC1=C(C=C(C=C1[N+](=O)[O-])C(=O)OC)OC)[N+](=O)[O-] tert-butyl (E)-3-(4-(5-carbamoyl-2-((4-((2-methoxy-4-(methoxycarbonyl)-6-nitrophenyl)amino)but-2-en-1-yl)amino)-3-nitrophenoxy)but-2-yn-1-yl)pyrrolidine-1-carboxylate